C(C)(=O)N1C(C(C2=CC=CC=C12)=O)=CC1=CC(=C(OCC(=O)O)C=C1)OC 2-(4-((1-acetyl-3-Oxoindolin-2-ylidene)methyl)-2-methoxyphenoxy)acetic acid